2-(2-bromo-4-fluorobenzyl)-6-fluoro-2,3-dihydro-1H-inden-1-one BrC1=C(CC2C(C3=CC(=CC=C3C2)F)=O)C=CC(=C1)F